2,4-dimethylcyclopentanol CC1C(CC(C1)C)O